N6-(3-Methoxyphenyl)isoxazolo[5,4-b]pyridine-3,6-diamine COC=1C=C(C=CC1)NC1=CC=C2C(=N1)ON=C2N